C(C)(=O)NC1=C(C=CC(=C1)N)NC(CCN(C)C)=O N-(2-acetamido-4-aminophenyl)-3-(dimethylamino)propanamide